O=C(/C=C/C1=CC=C(C=C1)CON[C@H](C(=O)OP(=O)(O)O)C)C1=CC=CC=C1 phosphono (2S)-2-[[4-[(E)-3-oxo-3-phenylprop-1-enyl]phenyl]methoxyamino]propanoate